C(C)(C)C1=NOC(=N1)C1CCN(CC1)C1=NN2C(S1)=NC(=C2)COC2=CC=C(C=C2)S(=O)(=O)C 3-isopropyl-5-(1-(6-((4-(methylsulfonyl)phenoxy)methyl)imidazo[2,1-b][1,3,4]thiadiazol-2-yl)piperidin-4-yl)-1,2,4-oxadiazole